4-methyltetrahydropyranOne CC1CC(OCC1)=O